1-methyl-6-(3-(methylsulfonyl)pyridin-2-yl)-2-oxo-2,3,4,6-tetrahydro-1H-azepin CN1C(CCCC(C1)C1=NC=CC=C1S(=O)(=O)C)=O